FC(C(C(S(=O)(=O)[O-])(F)F)(F)F)(S(=O)(=O)[O-])F.[Li+].[Li+] lithium 1,1,2,2,3,3-hexafluoropropane-1,3-disulfonate